γ-heptenolactone C1(CC=CCCCO1)=O